4-((4,6-dimethylpyrimidin-2-yl)oxy)piperidin CC1=NC(=NC(=C1)C)OC1CCNCC1